(4-Bromo-1,2-phenylene)bis(methane-d2-ol) BrC1=CC(=C(C=C1)C(O)([2H])[2H])C(O)([2H])[2H]